ClC(=C(CCl)Cl)Cl 1,1,2,3-tetrachloro-propene